1-morpholino-propan-1-one O1CCN(CC1)C(CC)=O